1-(4-(4-((1-(2-(4-(4-amino-3-(4-phenoxyphenyl)-1H-pyrazolo[3,4-d]pyrimidin-1-yl)piperidin-1-yl)ethyl)pyrrolidin-3-yl)methyl)piperazin-1-yl)phenyl)dihydropyrimidine-2,4(1H,3H)-dione NC1=C2C(=NC=N1)N(N=C2C2=CC=C(C=C2)OC2=CC=CC=C2)C2CCN(CC2)CCN2CC(CC2)CN2CCN(CC2)C2=CC=C(C=C2)N2C(NC(CC2)=O)=O